butyl 2-(4-chloro-1H-pyrazolo[3,4-d]pyrimidin-1-yl)acetate ClC1=C2C(=NC=N1)N(N=C2)CC(=O)OCCCC